The molecule is the methyl ester of quinclorac. Used as an agricultural herbicide. It has a role as a herbicide and an agrochemical. It derives from a quinclorac. COC(=O)C1=C(C=CC2=CC(=CN=C21)Cl)Cl